NC=1C2=C(N=C(N1)Cl)N(C=C2)[C@H]2[C@@H]([C@@H]([C@H](C2)C2=CC(=CC(=C2)C=2C=NSC2)OC)O)O (1R,2S,3R,5R)-3-{4-amino-2-chloropyrrolo[2,3-d]pyrimidin-7-yl}-5-[3-methoxy-5-(1,2-thiazol-4-yl)phenyl]cyclopentane-1,2-diol